FC(C1(CCCC1)C(=O)O)(F)F 1-(Trifluoromethyl)cyclopentane-1-carboxylic acid